(R)-4-((1-(2-(3-((5-chloro-4-(1H-indol-3-yl)pyrimidin-2-yl)amino)piperidine-1-yl)acetyl)piperidin-4-yl)methyl)piperazine-1-carboxylic acid tert-butyl ester C(C)(C)(C)OC(=O)N1CCN(CC1)CC1CCN(CC1)C(CN1C[C@@H](CCC1)NC1=NC=C(C(=N1)C1=CNC2=CC=CC=C12)Cl)=O